C(C)N(C=1C=C2OC=3C=C(C(=CC3C3(C2=CC1)OC(C1=C3C=CC=C1)=O)NC1=CC=CC=C1)CC)CC 6'-(Diethylamino)-3'-ethyl-2'-(phenylamino)spiro[2-benzofuran-3,9'-xanthene]-1-one